C(CCCCCCCCCCCCCCC)C1(C(C(C(C(=C1C(=O)O)OCCCCCCCCCCCCCCCC)(CCCCCCCCCCCCCCCC)CCCCCCCCCCCCCCCC)(CCCCCCCCCCCCCCCC)CCCCCCCCCCCCCCCC)(CCCCCCCCCCCCCCCC)CCCCCCCCCCCCCCCC)CCCCCCCCCCCCCCCC nonacetyl-salicylic acid